N,N-di(hydroxyethyl)glycine OCCN(CC(=O)O)CCO